COC1=C(C=C(C=C1)OC)S(=O)[O-] (R)-2,5-Dimethoxybenzenesulfinate